FC(C1=CC=C(C=C1)N1C(=CC2=CC=CC=C12)CNC(CC)=O)(F)F N-((1-(4-(trifluoromethyl)phenyl)-1H-indol-2-yl)methyl)propionamide